ClC1=C(C=C(C(=C1)Cl)F)NC(=O)N[C@@H](C)C=1N(N=CN1)C1=NC=CC=N1 1-(2,4-dichloro-5-fluoro-phenyl)-3-[(1S)-1-(2-pyrimidin-2-yl-1,2,4-triazol-3-yl)ethyl]urea